(2R,3R,4R,5R)-2-(4-amino Pyrrolo[2,1-f][1,2,4]triazin-7-yl)-2-cyano-5-(isobutyryloxymethyl)tetrahydrofuran-3,4-diylbis(2-methylpropionate) NC1=NC=NN2C1=CC=C2[C@@]2(O[C@H]([C@H]([C@@H]2C(C(=O)[O-])(C)C)C(C(=O)[O-])(C)C)COC(C(C)C)=O)C#N